FC=1C=C(C=C(C1F)F)NC(=O)C=1C=C(C=CC1)S(=O)(=O)NC1=C(C=CC=C1)B(O)O (2-((3-((3,4,5-trifluorophenyl)carbamoyl)phenyl)sulfonamido)phenyl)boronic acid